tert-butyl (2,4-difluorophenethyl)(3-oxopropyl)carbamate FC1=C(CCN(C(OC(C)(C)C)=O)CCC=O)C=CC(=C1)F